sodium methyl-imidazoline acetate C(C)(=O)[O-].CN1C=NCC1.[Na+]